N-Benzyl-1-(1-((5-chloro-1-methyl-3-(5-methylisoxazol-3-yl)-1H-pyrazol-4-yl)methyl)piperidin-3-yl)methanamine C(C1=CC=CC=C1)NCC1CN(CCC1)CC=1C(=NN(C1Cl)C)C1=NOC(=C1)C